9-(3-bromo-2-methyl-phenoxy)nonan-1-ol BrC=1C(=C(OCCCCCCCCCO)C=CC1)C